Cl.CN(C)CCC1=CC=CC=C1 N,N-dimethylphenylethylamine hydrochloride